2,2-Dimethyl-7-(trifluoromethyl)-3,4-dihydrochromen-5-ol CC1(OC=2C=C(C=C(C2CC1)O)C(F)(F)F)C